1-([1,1'-Biphenyl]-4-carbonyl)-3-((methylthio)methyl)cyclobutane-1-carboxylic acid benzyl ester C(C1=CC=CC=C1)OC(=O)C1(CC(C1)CSC)C(=O)C1=CC=C(C=C1)C1=CC=CC=C1